N2-(3,5-dichlorophenyl)-N4-(pentan-2-yl)quinazoline-2,4-diamine ClC=1C=C(C=C(C1)Cl)NC1=NC2=CC=CC=C2C(=N1)NC(C)CCC